2-(4-bromo-3-fluorophenyl)-2,2-difluoroethyl acetate C(C)(=O)OCC(F)(F)C1=CC(=C(C=C1)Br)F